tert-Butyl (5R)-5-(((tert-butyldimethylsilyl)oxy)methyl)-2-(((1r,4R)-4-methoxycyclohexyl)methyl)-2-methylpyrrolidine-1-carboxylate [Si](C)(C)(C(C)(C)C)OC[C@H]1CCC(N1C(=O)OC(C)(C)C)(C)CC1CCC(CC1)OC